(1-chloroethyl)-3-fluoro-5-methanesulfonylbenzene ClC(C)C1=CC(=CC(=C1)S(=O)(=O)C)F